C(C1=CC=CC=C1)OC(C([C@H](C(F)(F)F)C)C1=CC2=C(OC(O2)(F)F)C=C1)=O (3R)-2-(2,2-Difluorobenzo[d][1,3]dioxolan-5-yl)-4,4,4-trifluoro-3-methylbutanoic acid benzyl Ester